Ethoxysilane C(C)O[SiH3]